ClC1=CC=C2C(=CNC2=C1C1=NN(C=N1)C)S(=O)(=O)NC1=NC(=C(C(=N1)OC)OCC(F)F)OC 6-chloro-N-[5-(2,2-difluoroethoxy)-4,6-dimethoxy-pyrimidin-2-yl]-7-(1-methyl-1,2,4-triazol-3-yl)-1H-indole-3-sulfonamide